C(C)(C)(C)OC(C1=CC=C(C=C1)NC1=C(N=NC(=C1)C1=C(C=CC=C1F)F)C(N)=O)=O 4-((3-carbamoyl-6-(2,6-difluorophenyl)pyridazin-4-yl)amino)benzoic acid tert-butyl ester